ClC=1C=CC=C2C=CC=C(C12)N1CC=2N=C(N=C(C2CC1)N1CC2CC(C(C1)N2)F)OCC21CCCN1CC(C2)F 7-(8-chloronaphthalen-1-yl)-4-(6-fluoro-3,8-diazabicyclo[3.2.1]octan-3-yl)-2-((2-fluorotetrahydro-1H-pyrrolizin-7a(5H)-yl)methoxy)-5,6,7,8-tetrahydropyrido[3,4-d]pyrimidine